tert-butyl 4-(3-(methoxycarbonyl)-1H-pyrazol-1-yl)piperidine-1-carboxylate COC(=O)C1=NN(C=C1)C1CCN(CC1)C(=O)OC(C)(C)C